O=C1N(C(C=C1)=O)CC(=O)NCCCC[C@@H](C(=O)ON1C(CCC1=O)=O)NC(CCOCCOCCOCCOCCOCCOCCOCCOC)=O N-{(2S)-6-{[(2,5-dioxo-2,5-dihydro-1H-pyrrol-1-yl)acetyl]amino}-1-[(2,5-dioxopyrrolidin-1-yl)oxy]-1-oxohexan-2-yl}-2,5,8,11,14,17,20,23-octaoxahexacosan-26-amide